tert-Butyl 4-(4-benzyl-6,7-dichlorophthalazin-1-yl)piperazine-1-carboxylate C(C1=CC=CC=C1)C1=NN=C(C2=CC(=C(C=C12)Cl)Cl)N1CCN(CC1)C(=O)OC(C)(C)C